FC1=C(C(=C(C(=C1F)F)F)F)SCC ethyl (perfluorophenyl) sulfide